NC1=C(C=C(C=N1)C=1C=C(C=CC1)C(=O)N1C[C@H](CC1)N)OC(C)C1=C(C(=CC=C1Cl)F)Cl (3-{6-amino-5-[1-(2,6-dichloro-3-fluoro-phenyl)-ethoxy]-pyridin-3-yl}-phenyl)-((S)-3-amino-pyrrolidin-1-yl)-methanone